BrC=1C=CC=C2CN(C(C12)=O)[C@H](C)C(C)(C)O (R)-7-bromo-2-(3-hydroxy-3-methylbutan-2-yl)isoindolin-1-one